O(C1=CC=CC=C1)C(=O)[O-] PHENOXYCARBOXYLATE